CC1=NN(C(=C1)C)C=1N=C(C2=C(N1)N(C=C2)C)NC2=CC(=CC=C2)Br 2-(3,5-dimethyl-1H-pyrazol-1-yl)-7-methyl-N-(3-bromophenyl)-7H-pyrrolo[2,3-d]pyrimidin-4-amine